methylbutyl-ammonium bisulfate S([O-])(O)(=O)=O.C[NH2+]CCCC